C(CCCCCCCC)(=O)[O-].[Co+2].C(CCCCCCCC)(=O)[O-] cobalt n-nonanoate